C(C)(C)(C)C1=C(C(=CC(=C1)[Si](C)(C)C)C1=CC=CC=C1)N tert-butyl-5-trimethylsilyl-[1,1'-biphenyl]-2-amine